CN([C@@H](C(F)(F)F)C1=CC=C(C=C1)[S@@](=O)(N)=NC(NC1=C2CCCC2=CC=2CCCC12)=O)C |&1:13| (R,R) and (S,R)-4-(1-(dimethylamino)-2,2,2-trifluoroethyl)-N'-((1,2,3,5,6,7-hexahydro-s-indacen-4-yl)carbamoyl)benzenesulfonimidamide